CC1=CNC2=NC=C(C=C21)C2=CC(=C1CCN=CC1=C2)C2NCCC2 7-(3-Methyl-1H-pyrrolo[2,3-b]pyridin-5-yl)-5-(pyrrolidin-2-yl)-3,4-dihydroisoquinoline